{3-[(1,3-benzothiazol-2-yl)amino]-4-methyl-5H,6H,7H,8H-pyrido[2,3-c]pyridazin-8-yl}-5-(3-{4-[2-(pyrrolidin-1-yl)ethoxy]phenoxy}propyl)-1,3-thiazole-4-carboxylic acid ethyl ester C(C)OC(=O)C=1N=C(SC1CCCOC1=CC=C(C=C1)OCCN1CCCC1)N1CCCC2=C1N=NC(=C2C)NC=2SC1=C(N2)C=CC=C1